FC(C(=O)O)(F)F.B(O)(O)O.N[C@@H](CC(C)C)C(=O)O leucine boroate trifluoroacetate